O=C1N(SC2=C1C=CC=C2)CCCS(=O)(=O)[O-].[Na+] sodium 3-oxo-1,2-benzisothiazole-2(3H)-propanesulfonate